FC(N1N=CC(=C1)NC1=NC(=CC=C1N)NCC1=C(C=C(C=C1)OC)OC)F N2-(1-(difluoromethyl)-1H-pyrazol-4-yl)-N6-(2,4-dimethoxybenzyl)pyridine-2,3,6-triamine